ClC1=C(C=CC(=C1)N1CCN(CC1)C)NC1=NC=C(C=N1)C(F)(F)F 2-((2-chloro-4-(4-methylpiperazin-1-yl)phenyl)amino)-5-(trifluoromethyl)pyrimidin